NC1C(C(C(CC1C)CC1C(C(C(C(C1)C)N)C)C)C)C Bis(4-amino-2,3,5-trimethylcyclohexyl)-methan